5-((6-((R)-3-(3,5-difluorophenyl)isoxazolidine-2-yl)pyrimidine-4-yl)amino)-2-((2-(dimethylamino)ethyl)(methylamino)-4-methoxyphenyl)acrylamide FC=1C=C(C=C(C1)F)[C@@H]1N(OCC1)C1=CC(=NC=N1)NC=1C(=C(C(=C(C1)C(C(=O)N)=C)NC)CCN(C)C)OC